BrC1=NN2C(N=C(C(=C2N(CC2=CC=CC=C2)CC2=CC=CC=C2)C2=CC=CC=C2)Cl)=C1C(=O)OCC Ethyl 2-bromo-5-chloro-7-(dibenzylamino)-6-phenylpyrazolo[1,5-a]pyrimidine-3-carboxylate